FC(C1=CC=C2C(=CC=NC2=C1)NC[C@@H]1CC[C@H](CC1)C(=O)O)(F)F trans-4-{[(7-trifluoromethyl-quinoline-4-yl)amino]Methyl}cyclohexane-1-carboxylic acid